1,3-diethyl-6-[1-(piperidin-4-yl)-1H-pyrazol-4-yl]-1H-1,3-benzodiazole-3-ium hydrochloride iodide [I-].Cl.C(C)N1C=[N+](C2=C1C=C(C=C2)C=2C=NN(C2)C2CCNCC2)CC